C(CCC)C(=O)CC butyl-ethylketone